5-ethyl-1,3-difluorobenzene C(C)C=1C=C(C=C(C1)F)F